FC1=C(C(=C(C(=C1[B-](C1=C(C(=C(C(=C1F)F)F)F)F)(C1=C(C(=C(C(=C1F)F)F)F)F)C1=C(C(=C(C(=C1F)F)F)F)F)F)F)F)F.C(C)(C)(C1=CC=CC=C1)[I+]C1=CC=C(C=C1)C Cumyl-p-tolyliodonium tetrakis(pentafluorophenyl)borate